1-(4-(3-(4-amino-3-(difluoromethyl)-1H-pyrazol-1-yl)azetidin-1-yl)piperidin-1-yl)ethanone NC=1C(=NN(C1)C1CN(C1)C1CCN(CC1)C(C)=O)C(F)F